(2s,3s,4r,5r)-5-(2-(5-chloropyridin-3-yl)-6-((1-methyl-1H-tetrazol-5-yl)methylamino)-9H-purin-9-yl)-3,4-dihydroxy-N-(methyl-d3)-tetrahydrofuran-2-carboxamide ClC=1C=C(C=NC1)C1=NC(=C2N=CN(C2=N1)[C@H]1[C@@H]([C@@H]([C@H](O1)C(=O)NC([2H])([2H])[2H])O)O)NCC1=NN=NN1C